1,3-dimethyl-2-(o-tolyl)-1H-indole-5-carbonitrile CN1C(=C(C2=CC(=CC=C12)C#N)C)C1=C(C=CC=C1)C